1-((5-cyclopropyl-1H-pyrazol-3-yl)amino)-2-methyl-1-oxopropan C1(CC1)C1=CC(=NN1)NC(C(C)C)=O